FC=1C=C(OC2=CC(=NC=C2)C(=O)N[C@@H]2C(N(C3=C(OC2)C=CC(=C3)C#CC(C)(C)O)C)=O)C=CC1 (S)-4-(3-fluorophenoxy)-N-(7-(3-hydroxy-3-methylbut-1-yn-1-yl)-5-methyl-4-oxo-2,3,4,5-tetrahydrobenzo[b][1,4]oxazepin-3-yl)picolinamide